COC=1OC2=C(N1)C=CC=1CC[C@H](C12)CCNC(C)=O (S)-N-[2-(2-Methoxy-7,8-dihydro-6H-indeno[5,4-d][1,3]oxazol-8-yl)ethyl]acetamid